FC1=C(C=CC(=C1)C=1C=2C(=C(SC2N2C(=NN=C2[C@@H](N1)C)C)C)C)N1CCC2(CCN(C2)C(=O)OC(C)(C)C)CC1 tert-butyl 8-[2-fluoro-4-[(9S)-4,5,9,13-tetramethyl-3-thia-1,8,11,12-tetrazatricyclo[8.3.0.02,6]trideca-2(6),4,7,10,12-pentaen-7-yl]phenyl]-2,8-diazaspiro[4.5]decane-2-carboxylate